6-(8,9-dihydro-7H-furo[2,3-f]chromen-2-yl)-2-methoxyimidazo[2,1-b][1,3,4]thiadiazole O1C(=CC=2C1=C1CCCOC1=CC2)C=2N=C1SC(=NN1C2)OC